FC=1C=C(C=CC1F)[C@@H]1CN(C[C@H]1NC(=O)NC1=C(C(=NN1C1=CC=CC=C1)OCC)C)CC(=O)[O-] 2-((3R,4S)-3-(3,4-difluorophenyl)-4-(3-(3-ethoxy-4-methyl-1-phenyl-1H-pyrazol-5-yl)ureido)pyrrolidin-1-yl)acetate